C(C)(C)(C)OC(=O)N1C[C@H]([C@H](CC1)C(F)F)CC (3S,4S)-4-difluoromethyl-3-ethylpiperidine-1-carboxylic acid tert-butyl ester